dihydroxyterephthalic acid diethyl ester C(C)OC(C1=C(C(=C(C(=O)OCC)C=C1)O)O)=O